Cl.CN[C@@H](CC1=CC=CC=C1)C(=O)O Methyl-phenylalanine hydrochloride